C(\C=C\C1=CC(O)=C(O)C=C1)(=O)N(CCCCNCCCN)C(\C=C\C1=CC(O)=C(O)C=C1)=O bis-(caffeoyl)-spermidine